(4-propylcyclohexyl) ethyl fumarate C(\C=C\C(=O)OCC)(=O)OC1CCC(CC1)CCC